C1(=CC=CC=C1)C1=C(C=CC=C1)S(=O)(=O)C1=C(C=CC=C1)C1=CC=CC=C1 2-phenylphenylsulfone